N1CCCC2=CC(=CC=C12)N1C(NC(CC1)=O)=O 1-(1,2,3,4-tetrahydroquinolin-6-yl)dihydropyrimidine-2,4(1H,3H)-dione